2-((1R,4R)-4-((4-((5-cyclopropyl-1H-pyrazol-3-yl)amino)pyrimidin-2-yl)(methyl)amino)cyclohexyl)-N-(1-(oxetan-3-yl)-1H-imidazol-4-yl)acetamide C1(CC1)C1=CC(=NN1)NC1=NC(=NC=C1)N(C1CCC(CC1)CC(=O)NC=1N=CN(C1)C1COC1)C